NC=1C=C(C=C(C1)C(F)(F)F)C[C@H](C(=O)OC(C)(C)C)[C@@H]1CN(CC1)C(=O)OC(C)(C)C tert-Butyl (3R)-3-[(1S)-1-[[3-amino-5-(trifluoromethyl)phenyl] methyl]-2-tert-butoxy-2-oxo-ethyl]pyrrolidine-1-carboxylate